(3R,5R)-3-((6-((S)-amino((R)-3,3-difluorocyclohexyl)methyl)-3-(tetrahydro-2H-pyran-4-yl)imidazo[1,2-b][1,2,4]triazin-2-yl)methyl)-5-(trifluoromethyl)piperidin-2-one N[C@H](C=1N=C2N(N=C(C(=N2)C2CCOCC2)C[C@@H]2C(NC[C@@H](C2)C(F)(F)F)=O)C1)[C@H]1CC(CCC1)(F)F